(7-chloro-8-fluoroimidazo[1,5-a]pyridin-1-yl)methanamine ClC1=C(C=2N(C=C1)C=NC2CN)F